[Mg+2].[Si]([O-])([O-])([O-])[O-].[Ca+2] calcium silicate, magnesium salt